propargyl-(acetylene) C(C#C)C#C